1-[bis(dimethylamino)methylene]-5-chlorobenzotriazolium 3-oxide hexafluorophosphate F[P-](F)(F)(F)(F)F.CN(C)C(=[N+]1N=[N+](C2=C1C=CC(=C2)Cl)[O-])N(C)C